2-ethylhexylphosphate C(C)C(COP(=O)([O-])[O-])CCCC